CN(CCN(C1=C(C=C(C(=C1)OC)N)[N+](=O)[O-])C)C N1-[2-(dimethylamino)ethyl]-5-methoxy-N1-methyl-2-nitrobenzene-1,4-diamine